C(C)[C@@H]1N(C[C@H](N(C1)C(C)C1=C(C=NN1CC)C)CC)C=1C=2C(N(C(C1)=O)C)=CN(N2)CC#N 2-(7-((2S,5R)-2,5-diethyl-4-(1-(1-ethyl-4-methyl-1H-pyrazol-5-yl)ethyl)piperazin-1-yl)-4-methyl-5-oxo-4,5-dihydro-2H-pyrazolo[4,3-b]pyridin-2-yl)acetonitrile